2-(4-((2,5-Dioxo-3-(4-(trifluoromethyl)phenyl)imidazolin-1-yl)methyl)-2-fluorophenoxy)-2-methylpropionic acid O=C1N(C(CN1C1=CC=C(C=C1)C(F)(F)F)=O)CC1=CC(=C(OC(C(=O)O)(C)C)C=C1)F